FC=1C(=CC(=C(NCC#CC=2C=C(C3=C(N(C=N3)CC(F)(F)F)C2)C(=O)N[C@@H]2[C@H](CN(CC2)C(=O)OC(C)(C)C)C)C1)OC)S(=O)(=O)C tert-butyl (3S,4S)-4-[[6-[3-(5-fluoro-2-methoxy-4-methylsulfonyl-anilino)prop-1-ynyl]-1-(2,2,2-trifluoroethyl)benzimidazole-4-carbonyl]amino]-3-methyl-piperidine-1-carboxylate